FC(C=1C=C(C=NC1)C=1C=C2C=NC=NC2=C(C1)C1CN(CC1)C(C=C)=O)(F)F 1-(3-(6-(5-(trifluoromethyl)pyridin-3-yl)quinazolin-8-yl)pyrrolidin-1-yl)prop-2-en-1-one